N-(3-(benzoxazole-2-yl)phenyl)amide O1C(=NC2=C1C=CC=C2)C=2C=C(C=CC2)[NH-]